[Mn](=O)(=O)([O-])[O-].[Na+].[Mg+2].[Ni+2] nickel magnesium sodium manganate